N-pentyl-N',N'-diethylurea C(CCCC)NC(=O)N(CC)CC